ethyleneglycol di(3,4-epoxycyclohexylmethyl) ether C1(CC2C(CC1)O2)COCCOCC2CC1C(CC2)O1